[Br-].[Br-].N1=CC=NC2=C3C(=C4C(=C12)SC=C4)C=CS3 dithieno[2,3-f:3',2'-h]quinoxaline dibromide